o-nitrobromobenzene C1=CC=C(C(=C1)[N+](=O)[O-])Br